tert-butyl (S)-3-(3-amino-5-(benzofuran-2-yl)thiophene-2-carboxamido)piperidine-1-carboxylate NC1=C(SC(=C1)C=1OC2=C(C1)C=CC=C2)C(=O)N[C@@H]2CN(CCC2)C(=O)OC(C)(C)C